(S)-N-(1-cyclopropylethyl)-6-(2,6-dichloro-3,5-dimethoxyphenyl)-2-(methylthio)pyrido[3,4-d]pyrimidine-8-amine C1(CC1)[C@H](C)NC1=NC(=CC2=C1N=C(N=C2)SC)C2=C(C(=CC(=C2Cl)OC)OC)Cl